N[C@@H]1CN(C[C@@H]1O)C(=O)NC1CCC(CC1)C(F)(F)C1=CC(=NC(=C1)Cl)N1CCN(CC1)S(=O)(=O)C1=CC=C(C=C1)N1C(C[C@H](C1)N)=O (3R,4S)-3-amino-N-[4-[[2-[4-[4-[(4R)-4-amino-2-oxo-pyrrolidin-1-yl]phenyl]sulfonylpiperazin-1-yl]-6-chloro-4-pyridyl]-difluoro-methyl]cyclohexyl]-4-hydroxy-pyrrolidine-1-carboxamide